7-hydroxy-4-trifluoromethylquinolin-2(1H)-one OC1=CC=C2C(=CC(NC2=C1)=O)C(F)(F)F